1-(4-((2-amino-4-(butylamino)-5-oxopyrido[4,3-d]pyrimidin-6(5H)-yl)methyl)phenyl)-N,N,N-trimethylmethanaminium iodide [I-].NC=1N=C(C2=C(N1)C=CN(C2=O)CC2=CC=C(C=C2)C[N+](C)(C)C)NCCCC